3-(5-bromo-1-oxoisoindolin-2-yl)-piperidine-2,6-dione BrC=1C=C2CN(C(C2=CC1)=O)C1C(NC(CC1)=O)=O